tert-butyl (4-((((R)-tert-butylsulfinyl)amino)(cyclopropyl)methyl)pyridin-2-yl)carbamate C(C)(C)(C)[S@@](=O)NC(C1=CC(=NC=C1)NC(OC(C)(C)C)=O)C1CC1